(R)-1-(5-CHLORO-2-CYANOPHENYL)PIPERIDINE-3-CARBOXYLIC ACID ClC=1C=CC(=C(C1)N1C[C@@H](CCC1)C(=O)O)C#N